4,7-difluoro-8-hydroxy-2,3-dihydro-1H-phenalen-1-one FC1=C2CCC(C=3C=C(C(=C(C=C1)C32)F)O)=O